C(C)N(S(=O)(=O)C1=CC=2N(C=N1)C=NN2)[C@@H](C(F)(F)F)C2=CC=C(C=C2)F (R)-N-ethyl-N-(2,2,2-trifluoro-1-(4-fluorophenyl)ethyl)-[1,2,4]triazolo[4,3-c]pyrimidine-7-sulfonamide